(4-(1H-pyrazol-1-yl)phenyl)boric acid N1(N=CC=C1)C1=CC=C(C=C1)OB(O)O